The molecule is a hydroxy-amino acid that is lysine substituted by a hydroxy group at position 3. It is a hydroxy-amino acid, a lysine derivative and a non-proteinogenic alpha-amino acid. C(CC(C(C(=O)O)N)O)CN